S(=O)(=O)(O)OS(=O)(=O)O.C=1(C(=CC=C2C=CC=CC12)O)C1=CC=CC2=CC=CC=C12 binaphthol disulfate